[Co].[Pt].O water platinum cobalt